4-[(2-fluoro-3-pyridyl)sulfanyl]-6-[1-[(3S)-3-piperidyl]pyrazol-4-yl]pyrazolo[1,5-a]pyridine-3-carbonitrile FC1=NC=CC=C1SC=1C=2N(C=C(C1)C=1C=NN(C1)[C@@H]1CNCCC1)N=CC2C#N